7-chloro-1-(2,6-difluorophenyl)-6-fluoro-4-oxo-1,4-dihydro-1,8-naphthyridine-3-carboxylic acid ethyl ester C(C)OC(=O)C1=CN(C2=NC(=C(C=C2C1=O)F)Cl)C1=C(C=CC=C1F)F